C(C)(C)C1=C(C(=CC=C1)C(C)C)N1C(N(CC1)C1=C(C=CC=C1C(C)C)C(C)C)=N 1,3-Bis(2,6-diisopropylphenyl)imidazoline-2-imine